(2-(3-Fluorophenyl)pyrrolidin-1-yl)(1-(trifluoromethyl)cyclopentyl)methanon FC=1C=C(C=CC1)C1N(CCC1)C(=O)C1(CCCC1)C(F)(F)F